2-(3-(hydroxymethyl)isoxazol-5-yl)-3-methylbutyric acid OCC1=NOC(=C1)C(C(=O)O)C(C)C